N-((4-(dimethylamino)tetrahydro-2H-pyran-4-yl)methyl)-2-(3-cyano-4-hydroxyphenyl)-4-methylthiazole-5-carboxamide CN(C1(CCOCC1)CNC(=O)C1=C(N=C(S1)C1=CC(=C(C=C1)O)C#N)C)C